S(=O)(=O)(C1=CC=C(C)C=C1)N1C=CC=C1 N-tosyl-pyrrole